(2R,3R,4R,5R)-4-amino-5-(((tert-butyldiphenylsilyl)oxy)methyl)-2-(dimethoxymethyl)tetrahydrofuran-3-ol N[C@@H]1[C@H]([C@@H](O[C@H]1CO[Si](C1=CC=CC=C1)(C1=CC=CC=C1)C(C)(C)C)C(OC)OC)O